N-(4-(2-(dimethylamino)ethoxy)phenyl)-2-nitroaniline CN(CCOC1=CC=C(C=C1)NC1=C(C=CC=C1)[N+](=O)[O-])C